3-(4-fluoro-5-(methyl((1R,2R)-2-(methylamino)cyclohexyl)amino)-1-oxoisoindolin-2-yl)piperidine-2,6-dione FC1=C2CN(C(C2=CC=C1N([C@H]1[C@@H](CCCC1)NC)C)=O)C1C(NC(CC1)=O)=O